BrC1=CC=C(OCCN2CCS(CC2)(=O)=O)C=C1 (2-(4-bromophenoxy)ethyl)thiomorpholine 1,1-dioxide